O[C@@H](C)C=1N(C=CN1)CC1=NOC(=C1)C1=CC=C(C=C1)C#CC1=CC=C(CN2CC(C2)C(=O)N)C=C1 (S)-1-(4-((4-(3-((2-(1-hydroxyethyl)-1H-imidazol-1-yl)methyl)isoxazol-5-yl)phenyl)ethynyl)benzyl)azetidine-3-carboxamide